N1=CC=CC2=CC=CC(=C12)NC(=O)C1=CC=C(C=N1)NC(OCCCCCC#C)=O hept-6-yn-1-yl (6-(quinolin-8-ylcarbamoyl)pyridin-3-yl)carbamate